1-(4-methoxybenzyl)-3-(1-oxo-5-(((R)-1-(pyrazin-2-yl)pyrrolidin-3-yl)oxy)isoindolin-2-yl)piperidine-2,6-dione COC1=CC=C(CN2C(C(CCC2=O)N2C(C3=CC=C(C=C3C2)O[C@H]2CN(CC2)C2=NC=CN=C2)=O)=O)C=C1